FC=1C=C2C=C3C(=NC2=C(C1)[C@@H](C)N)N1[C@H](CO3)COCC1 (R)-1-((S)-9-fluoro-1,2,4a,5-tetrahydro-4H-[1,4]oxazino[4',3':4,5][1,4]oxazino[3,2-b]quinolin-11-yl)ethan-1-amine